ethyl 7-amino-5-chloro-6-phenylpyrazolo[1,5-a]pyrimidin-3-carboxylate NC1=C(C(=NC=2N1N=CC2C(=O)OCC)Cl)C2=CC=CC=C2